(4-((3-cyano-6-(1-methyl-1H-pyrazol-4-yl)pyrazolo[1,5-a]pyridin-4-yl)ethynyl)-2-(4-methylpiperazin-1-yl)phenyl)acrylamide C(#N)C=1C=NN2C1C(=CC(=C2)C=2C=NN(C2)C)C#CC2=CC(=C(C=C2)C(C(=O)N)=C)N2CCN(CC2)C